4-(4-cyano-2-formylphenyl)piperazine-1-carboxylic acid tert-butyl ester C(C)(C)(C)OC(=O)N1CCN(CC1)C1=C(C=C(C=C1)C#N)C=O